FC1=CC=C2C(=CC=NC2=C1)N1CCN(CC1)C(=O)C1CN(C1)S(=O)(=O)C1=CC=C(C=C1)NC(C)=O N-(4-((3-(4-(7-fluoroquinolin-4-yl)piperazine-1-carbonyl)azetidin-1-yl)sulfonyl)phenyl)acetamide